CC(C)([S@](=O)NCC1=NC=CC(=C1)C1=C2C=CN(C2=CC(=C1)COC1=C(C=CC=C1)CC(=O)OCC)C(F)(F)F)C (+)-(S)-ethyl 2-(2-((4-(2-((1,1-dimethylethylsulfinamido)methyl)pyridin-4-yl)-1-(trifluoromethyl)-1H-indol-6-yl)methoxy)phenyl)acetate